(2S)-3-phenyl-2-[(4-phenylbenzoyl)amino]propanoic acid C1(=CC=CC=C1)C[C@@H](C(=O)O)NC(C1=CC=C(C=C1)C1=CC=CC=C1)=O